FC=1C=C(C=NC1N[C@@H]1C[C@H](CC1)NC#N)N1C(C=CC=C1)=O N-((1S,3S)-3-((5'-fluoro-2-oxo-2H-[1,3'-bipyridyl]-6'-yl)amino)cyclopentyl)cyanamide